ClC=1C(=CC2=C(N(C(=N2)C2=CC=C3C=NNC3=C2)C(CC(=O)O)C)C1)C(NC)=O 3-(6-chloro-2-(1H-indazol-6-yl)-5-(methylcarbamoyl)-1H-benzo[d]imidazol-1-yl)butanoic acid